6-((2-((3R,4S)-3-fluoro-4-hydroxy-3-methylpiperidin-1-yl)pyrimidin-4-yl)amino)-4-isopropyl-2,7-naphthyridine-1-carboxamide F[C@@]1(CN(CC[C@@H]1O)C1=NC=CC(=N1)NC=1C=C2C(=CN=C(C2=CN1)C(=O)N)C(C)C)C